C(=CC1=CC=CC=C1)C=1OC2=C(N1)CC1(C(N(C3=NC=CC=C31)COCC[Si](C)(C)C)=O)CC2 2-styryl-1'-((2-(trimethylsilyl)ethoxy)methyl)-6,7-dihydro-4H-spiro[benzo[d]oxazol-5,3'-pyrrolo[2,3-b]pyridin]-2'(1'H)-one